C12(OCC3=CC(=CC=C13)C(C(=O)OC)F)COCC2 Methyl 2-(4,5-dihydro-2H,3'H-spiro[furan-3,1'-isobenzofuran]-5'-yl)-2-fluoroacetate